2-(3-Oxa-7-azabicyclo[3.3.1]nonan-7-yl)-6-methoxybenzo[d]thiazole-7-carboxylic Acid C12COCC(CN(C1)C=1SC3=C(N1)C=CC(=C3C(=O)O)OC)C2